tert-butyl 7-(2,2-dimethylpropyl)-5-fluoro-2-(hydroxymethyl)indole-1-carboxylate CC(CC=1C=C(C=C2C=C(N(C12)C(=O)OC(C)(C)C)CO)F)(C)C